N1(C=NC2=C1C=CC=C2)C2=CC=C(C1=NSN=C12)N1C=NC2=C1C=CC=C2 4,7-bis(1H-benzimidazol-1-yl)-2,1,3-benzothiadiazole